[Al].[Ti] TITANIUM-ALUMINIUM